4'-(tert-butoxy)-6',8'-difluoro-2'-(((2R,7aS)-2-fluorotetrahydro-1H-pyrrolizin-7a(5H)-yl)methoxy)-N,N-bis(4-methoxybenzyl)-5-((triisopropylsilyl)ethynyl)-[4,7'-biquinazolin]-2-amine C(C)(C)(C)OC1=NC(=NC2=C(C(=C(C=C12)F)C1=NC(=NC2=CC=CC(=C12)C#C[Si](C(C)C)(C(C)C)C(C)C)N(CC1=CC=C(C=C1)OC)CC1=CC=C(C=C1)OC)F)OC[C@]12CCCN2C[C@@H](C1)F